Ethyl 4-((2-(1H-pyrazol-1-yl)phenyl)amino)-2-((5-acrylamido-4-((2-(dimethylamino)ethyl)(methyl) amino)-2-methoxyphenyl)amino)pyrimidin-5-carboxylate N1(N=CC=C1)C1=C(C=CC=C1)NC1=NC(=NC=C1C(=O)OCC)NC1=C(C=C(C(=C1)NC(C=C)=O)N(C)CCN(C)C)OC